NC=1C=CC2=C(C=CC=C2C1)I 3-amino-8-iodonaphthalen